2-(4-piperidin-1-ylphenyl)acetamide N1(CCCCC1)C1=CC=C(C=C1)CC(=O)N